ClC=1C(=NC(=NC1)NC1=C(C=C(C(=C1)C)C=1C[C@@H](N([C@H](C1)C)C1COC1)C)OC(C)C)NC1=C(C=CC=C1)S(=O)(=O)C(C)C 5-chloro-N2-(4-((trans)-2,6-dimethyl-1-(oxetan-3-yl)-1,2,3,6-tetrahydropyridin-4-yl)-2-isopropoxy-5-methylphenyl)-N4-(2-(isopropylsulfonyl)phenyl)pyrimidine-2,4-diamine